FC=1C=C(C#N)C=C(C1)OC1=C2[C@@H](C[C@H](C2=C(C=C1)S(=O)(=O)C)O)F 3-fluoro-5-(((1R,3R)-3-fluoro-1-hydroxy-7-(methylsulfonyl)-2,3-dihydro-1H-inden-4-yl)oxy)benzonitrile